1-ethenyl-4-nitrobenzene C(=C)C1=CC=C(C=C1)[N+](=O)[O-]